C(C=C)(=O)N1C[C@H]2C([C@H]2C1)NC(OC(C)(C)C)=O tert-butyl N-[(1S,5R)-3-prop-2-enoyl-3-azabicyclo[3.1.0]hexan-6-yl]carbamate